FC1=C(C=CC=C1C[C@@H]1N(CC[C@@H]1NS(=O)(=O)C1(CC1)F)C(=O)OC(C)(C)C)C1=CC(=CC=C1)F tert-butyl (2S,3S)-2-((2,3'-difluoro[biphenyl]-3-yl)methyl)-3-(((1-fluorocyclopropyl)sulfonyl)amino)pyrrolidine-1-carboxylate